(S)-3-((3-(ethoxymethyl)-3-(2-(thiophen-2-yl)ethyl)pyrrolidin-1-yl)methyl)pyridazine C(C)OC[C@@]1(CN(CC1)CC=1N=NC=CC1)CCC=1SC=CC1